NCC(CC(CCNCCCN1CCN(CC1)CCCNCCC(CCCCC\C=C/CCCCCCCC)CC(CN)O)CCCCC\C=C/CCCCCCCC)O 1,4-bis[(3-(3-amino-2-hydroxypropyl)-oleylamino)-propyl]piperazine